N(=[N+]=[N-])CCN1C(=NC=C1[N+](=O)[O-])C 1-(2-azidoethyl)-2-methyl-5-nitro-1H-imidazole